3-(4-phenoxyphenyl)-1-(1-((1-(piperidin-4-ylmethyl)azetidin-3-yl)methyl)piperidin-4-yl)-1H-pyrazolo(3,4-d)pyrimidin-4-amine O(C1=CC=CC=C1)C1=CC=C(C=C1)C1=NN(C2=NC=NC(=C21)N)C2CCN(CC2)CC2CN(C2)CC2CCNCC2